CNC1=C(C=CC(=C1)Br)Br N-methyl-2,5-dibromoaniline